N1=C(C=CC=C1)C1=C(C(=O)N)C=CC=C1 (Pyridine-2-Yl)benzamide